cyclopenta[c]pyridine-6-carbaldehyde C1=NC=CC2=C1C=C(C2)C=O